COC(=O)N1[C@H](CCC2=C3C(=CC=C12)N(C(=N3)CC[C@H]3OCCCC3)C3CCCCC3)C (1R,3R)-3-((S)-6-(Methoxycarbonyl)-7-methyl-2-(2-((S)-tetrahydro-2H-pyran-2-yl)ethyl)-6,7,8,9-tetrahydro-3H-imidazo[4,5-f]chinolin-3-yl)cyclohexan